BrC1=C(C=CC=C1)C1=C(C=CC(=C1)F)O bromo-5'-fluoro-2'-hydroxy-[1,1'-biphenyl]